N-((S)-3-Amino-5-methyl-2-oxohexyl)-2-chloro-N-(((S)-2-oxopyrrolidin-3-yl)methyl)acetamide trifluoroacetic acid salt FC(C(=O)O)(F)F.N[C@H](C(CN(C(CCl)=O)C[C@H]1C(NCC1)=O)=O)CC(C)C